6-(2,2-difluoroethoxy)-4-(4-(difluoromethoxy)phenyl)-2-(2-methoxy-1-methyl-1H-benzo[d]imidazol-6-yl)pyrido[3,2-c]pyridazin-3(2H)-one FC(COC=1C=CC2=NN(C(C(=C2N1)C1=CC=C(C=C1)OC(F)F)=O)C=1C=CC2=C(N(C(=N2)OC)C)C1)F